3-((1R,4R)-4-methylcyclohexyl)-2,4-dioxo-1,2,3,4-tetrahydropyrimidine-5-carboxamide CC1CCC(CC1)N1C(NC=C(C1=O)C(=O)N)=O